di-tert-butyl (S)-2-oxoimidazolidine-1,4-dicarboxylate O=C1N(C[C@H](N1)C(=O)OC(C)(C)C)C(=O)OC(C)(C)C